4-[4-Bromo-6-(2,6-dichloro-4-methoxy-benzyl)-3-hydroxy-pyridin-2-yl]-4-oxo-butyric acid ethyl ester C(C)OC(CCC(=O)C1=NC(=CC(=C1O)Br)CC1=C(C=C(C=C1Cl)OC)Cl)=O